(1R,3S,4R)-2-[(2S)-2-(3-chloro-2-methyl-anilino)propanoyl]-N-[(1S)-1-cyano-2-[(3R)-2-oxo-3-piperidyl]ethyl]-5,5-difluoro-2-azabicyclo[2.2.2]octane-3-carboxamide ClC=1C(=C(N[C@H](C(=O)N2[C@H]3CC([C@@H]([C@H]2C(=O)N[C@@H](C[C@@H]2C(NCCC2)=O)C#N)CC3)(F)F)C)C=CC1)C